1,2,3-triazolecarbonyl-sulfonamide (7-(2-(4-(6-Fluorobenzo[b]thiophen-4-yl)piperazin-1-yl)ethyl)-2-oxo-3,4-dihydroquinolin-1(2H)-yl)methyl-(2-hydroxyethyl)carbamate FC=1C=C(C2=C(SC=C2)C1)N1CCN(CC1)CCC1=CC=C2CCC(N(C2=C1)CN(C(O)=O)CCO)=O.N1N=NC(=C1)C(=O)S(=O)(=O)N